ClC1=NC=C(C(=N1)C1=CC(=C(C#N)C=C1)F)Cl 4-(2,5-dichloropyrimidin-4-yl)-2-fluorobenzonitrile